3-(aminomethyl)-1-(5-(6-isopropyl-2-methoxypyridin-3-yl)imidazo[2,1-b][1,3,4]thiadiazol-2-yl)azetidin-3-ol NCC1(CN(C1)C1=NN2C(S1)=NC=C2C=2C(=NC(=CC2)C(C)C)OC)O